C1(=CC=CC=C1)NC(=O)C=1C(=NC(=NC1)NC1=CC(=CC=C1)OC)OC1=CC(=CC=C1)NC(C=C)=O 4-(3-acrylamidophenoxy)-2-(3-methoxyphenylamino)-pyrimidine-5-carboxylic acid phenylamide